NC=1N(N=C2CN(CCC21)C(=O)OC)C(=O)C2CCNC1=CC=CC=C21 methyl 3-amino-2-(1,2,3,4-tetrahydro-quinoline-4-carbonyl)-4,5-dihydro-2H-pyrazolo[3,4-c]pyridine-6(7H)-carboxylate